N-(3-cyano-4-fluorophenyl)-3-(1,1-difluoro-2-((1R,3s,5S)-3-hydroxy-8-azabicyclo[3.2.1]octan-8-yl)-2-oxoethyl)-4-fluorobenzamide C(#N)C=1C=C(C=CC1F)NC(C1=CC(=C(C=C1)F)C(C(=O)N1[C@H]2CC(C[C@@H]1CC2)O)(F)F)=O